(3S,4R)-4-hydroxypyrrolidin O[C@@H]1CCNC1